N-(2-chlorobenzyl)-carbazole ClC1=C(CN2C3=CC=CC=C3C=3C=CC=CC23)C=CC=C1